CN1C=NC2=C(C1=O)C(=NC=C2C2=CC=C(C=C2)C(F)(F)F)N[C@@H]2CCNC(C21CC1)=O |r| rac-3-methyl-5-((4-oxo-5-azaspiro[2.5]oct-8-yl)amino)-8-(4-(trifluoromethyl)phenyl)pyrido[4,3-d]pyrimidin-4(3H)-one